C(CCCC)CC(=O)O.C(C)(=O)OCCCCC amyl acetate (Amyl acetate)